C1(CC1)N1C(=NC2=NC=C(C=C21)C=2C=CN1N=CN=C(C12)N1CCOCC1)C 4-(5-(1-cyclopropyl-2-methylimidazo[4,5-b]pyridin-6-yl)pyrrolo[2,1-F][1,2,4]triazin-4-yl)morpholine